The molecule is a phosphatidylcholine 28:0 in which the two acyl substituents at positions 1 and 2 are specified as lauroyl and palmitoyl respectively. It is a phosphatidylcholine 28:0, a dodecanoate ester and a 1-acyl-2-hexadecanoyl-sn-glycero-3-phosphocholine. CCCCCCCCCCCCCCCC(=O)O[C@H](COC(=O)CCCCCCCCCCC)COP(=O)([O-])OCC[N+](C)(C)C